[Si](O)(O)(O)O.CN(C)C trimethylamine silicate